5-(5-Acetyl-4,5,6,7-tetrahydro-pyrazolo[1,5-a]pyrazin-3-yl)-4-ethoxy-1-methyl-1H-pyridin-2-one C(C)(=O)N1CC=2N(CC1)N=CC2C=2C(=CC(N(C2)C)=O)OCC